tert-butyl ((6-(3-amino-5-fluoro-6-(4-(4-isopropylpiperazin-1-yl)phenyl)pyrazin-2-yl)-1-oxo-1,2,3,4-tetrahydroisoquinolin-3-yl)methyl)(methyl)carbamate NC=1C(=NC(=C(N1)F)C1=CC=C(C=C1)N1CCN(CC1)C(C)C)C=1C=C2CC(NC(C2=CC1)=O)CN(C(OC(C)(C)C)=O)C